O[C@H]1[C@@H](O[C@@H]([C@H]1O)CO)N1C=2N=C(NC(C2N=C1)=O)NC 9-[(2R,3R,4S,5R)-3,4-dihydroxy-5-(hydroxymethyl)-tetrahydro-furan-2-yl]-2-(methylamino)-1H-purin-6-one